tert-butyl 4-methoxy-3-((4-(methylsulfonyl)phenoxy)methyl)piperidine-1-carboxylate COC1C(CN(CC1)C(=O)OC(C)(C)C)COC1=CC=C(C=C1)S(=O)(=O)C